(4-(3-hydroxyoxetan-3-yl)phenyl)(2-(4-(trifluoromethyl)phenyl)-6,7-dihydrothiazolo[5,4-c]pyridin-5(4H)-yl)methanone OC1(COC1)C1=CC=C(C=C1)C(=O)N1CC2=C(CC1)N=C(S2)C2=CC=C(C=C2)C(F)(F)F